3-[4-(4-piperidinyl)phenyl]piperidine-2,6-dione TFA salt OC(=O)C(F)(F)F.N1CCC(CC1)C1=CC=C(C=C1)C1C(NC(CC1)=O)=O